6-hydroxy-3-(p-tolyl)benzoxazolium OC1=CC2=C([N+](=CO2)C2=CC=C(C=C2)C)C=C1